[Ti].[Cu].[Ag] silver copper-titanium